FC1=C(C=C(C=C1C[C@@H]1N(C2CC([C@@H]1NS(=O)(=O)C)(C2)F)C(C(C([2H])([2H])[2H])(O)[2H])=O)F)C2=CC=CC=C2 N-{(3S,4R)-3-[(2,5-difluoro[biphenyl]-3-yl)methyl]-5-fluoro-2-[2-hydroxy(2H4)propanoyl]-2-azabicyclo[3.1.1]heptan-4-yl}methanesulfonamide